C(CCCC)C(CCCCCCC)OCCO 2-[(1-n-pentyloctyl)oxy]ethanol